COC=1N=C2C(=CC=NC2=CC1OC)OC1=C(C=C(C=C1)NC(=O)C=1C(=NC(=C(C1O)C1=C(C=C(C=C1)F)C)C)COC)F N-[4-[(6,7-Dimethoxy-1,5-naphthyridin-4-yl)oxy]-3-fluorophenyl]-5-(4-fluoro-2-methylphenyl)-4-hydroxy-2-(methoxymethyl)-6-methylpyridine-3-carboxamide